(S)-2-((tert-butoxycarbonyl)amino)-4-methylpent-4-enoic acid C(C)(C)(C)OC(=O)N[C@H](C(=O)O)CC(=C)C